7-methyleneisoindole C=C1C=CC=C2C=NC=C12